6-(1H-indazol-6-yl)-N-(4-(4-(oxetan-3-yl)piperazin-1-yl)phenyl)-[1,2,4]triazolo[1,5-a]pyrazin-8-amine N1N=CC2=CC=C(C=C12)C=1N=C(C=2N(C1)N=CN2)NC2=CC=C(C=C2)N2CCN(CC2)C2COC2